C(N)(=N)NC(=O)C=1C=C(C=CC1)NC(C1=C(N=C(C(=C1)Cl)C)N1CCC(CCC1)(F)F)=O N-(3-(amidinocarbamoyl)phenyl)-5-chloro-2-(4,4-difluoroazepan-1-yl)-6-methylnicotinamide